1-(2-C-Ethynyl-β-D-arabinofuranosyl)-2,4(1H,3H)-pyrimidinedione C(#C)[C@]1([C@@H](O[C@@H]([C@H]1O)CO)N1C(NC(C=C1)=O)=O)O